FC1=CC=C(C=C1)CCS(=O)(=O)F (E)-2-(4-fluorophenyl)ethane-1-sulfonyl fluoride